1-(4-chloro-2-fluorophenyl)piperidin-4-one oxime ClC1=CC(=C(C=C1)N1CCC(CC1)=NO)F